(S)-2-(2-fluoro-6-(3-fluoropyrrolidin-1-yl)pyridin-3-yl)-6,7-dihydrothiazolo[5,4-c]pyridin-4(5H)-one FC1=NC(=CC=C1C=1SC=2C(NCCC2N1)=O)N1C[C@H](CC1)F